C(=O)(O)C(C)C1CCC(C(C1)C(=O)O)C12C(C(OC1)=O)C(C(CC2)=O)(C)C 5-(1-carboxyethyl)-2-(7,7-dimethyl-1,6-dioxo-octahydro-2-benzofuran-3a-yl)cyclohexane-1-carboxylic acid